1-(3-cyanoimidazo[1,2-a]pyridin-6-yl)-2-(6-methylpyridin-2-yl)-1H-imidazole-4-carboxylic acid C(#N)C1=CN=C2N1C=C(C=C2)N2C(=NC(=C2)C(=O)O)C2=NC(=CC=C2)C